FC1=CC2=C(CN(CCC2)C2=CC(=C(C(=C2)C)NC(CC(C)(C)C)=O)C)C=C1F N-(4-(7,8-difluoro-1,3,4,5-tetrahydro-2H-benzo[c]azepine-2-yl)-2,6-dimethylphenyl)-3,3-Dimethylbutanamide